2-methyl-4-(trimethylstannyl)pyrimidine CC1=NC=CC(=N1)[Sn](C)(C)C